N-cyclopropylpyridinecarboxamide C1(CC1)NC(=O)C1=NC=CC=C1